tert-butyl 3-isobutyl-4-((4-nitrobenzoyl)oxy)pyrrolidine-1-carboxylate C(C(C)C)C1CN(CC1OC(C1=CC=C(C=C1)[N+](=O)[O-])=O)C(=O)OC(C)(C)C